COC=1C=C2CO[C@]3(O[C@@H]([C@H]([C@@H]([C@H]3O)O)O)C)C2=CC1C1=CC=C(C=C1)OCC (1S,3'R,4'S,5'S,6'R)-5-Methoxy-6-(4-ethoxy-phenyl)-6'-methyl-3',4',5',6'-tetrahydro-3H-spiro[isobenzofuran-1,2'-pyran]-3',4',5'-triol